bis(3,5-bistrifluoromethylphenyl)chlorophosphine FC(C=1C=C(C=C(C1)C(F)(F)F)P(Cl)C1=CC(=CC(=C1)C(F)(F)F)C(F)(F)F)(F)F